(2s,4s)-N-(3-chloro-4-fluorophenyl)-4-cyano-1-[6-methyl-4-(trifluoromethyl)pyridin-2-yl]-N-(propan-2-yl)pyrrolidine-2-carboxamide ClC=1C=C(C=CC1F)N(C(=O)[C@H]1N(C[C@H](C1)C#N)C1=NC(=CC(=C1)C(F)(F)F)C)C(C)C